C(C)(C)C1=CC=C(C(=O)N([C@H](CN2CCCC2)C(C)C)C)C=C1 (S)-4-Isopropyl-N-methyl-N-(3-methyl-1-(pyrrolidin-1-yl)butan-2-yl)benzamide